formylselenophene C(=O)C=1[Se]C=CC1